COC=1C=C(CN2C3=CC=CC=C3C=3C=CC=CC23)C=CC1 N-(3-methoxybenzyl)-carbazole